O=C1C2(CC2C(=O)O)CCC1 4-oxospiro[2.4]heptane-1-carboxylic acid